NC1=CC(=C(C=C1[N+](=O)[O-])N(C(C)=O)C)OCCOC N-(4-Amino-2-(2-methoxyethoxy)-5-nitrophenyl)-N-methylacetamide